2-(3-chlorobenzyl)cyclopentyl ((2S)-3-cyclohexyl-1-((4-(cyclopropylamino)-1-(5,5-dimethyl-2-oxopyrrolidin-3-yl)-3-hydroxy-4-oxobutan-2-yl)amino)-1-oxopropan-2-yl)carbamate C1(CCCCC1)C[C@@H](C(=O)NC(CC1C(NC(C1)(C)C)=O)C(C(=O)NC1CC1)O)NC(OC1C(CCC1)CC1=CC(=CC=C1)Cl)=O